C1=CC=CC=2C1=CC1=CC3=CC=CC=C3C=C1C2 Benz[b]anthracene